FC=1C=C2CC(CC2=CC1F)C1=NC(=NC=C1C=C)N (5,6-difluoro-2,3-dihydro-1H-inden-2-yl)-5-vinyl-pyrimidin-2-amine